C(C)(=O)N1[C@@H]2CN([C@H](C1)C2)C2=NN=C(S2)C=2C(=CC(=NC2)C2=CC=C1N2N=CC(=C1)C#N)NC(C)C 7-(5-(5-((1S,4S)-5-acetyl-2,5-diazabicyclo[2.2.1]hept-2-yl)-1,3,4-thiadiazol-2-yl)-4-(isopropylamino)pyridin-2-yl)pyrrolo[1,2-b]pyridazine-3-carbonitrile